(2-(5-fluoro-1H-pyrrolo[2,3-b]pyridin-3-yl)-6-phenylpyrimidin-4-yl)aminobicyclo[2.2.2]octane-2-carboxylic acid FC=1C=C2C(=NC1)NC=C2C2=NC(=CC(=N2)NC21C(CC(CC2)CC1)C(=O)O)C1=CC=CC=C1